1'-[(benzyloxy)carbonyl]-6-formyl-3H-spiro[2-benzofuran-1,4'-piperidine]-5-carboxylic acid C(C1=CC=CC=C1)OC(=O)N1CCC2(CC1)OCC1=C2C=C(C(=C1)C(=O)O)C=O